FC/C=C/C(=O)N1[C@H](CN(CC1)C1=NC(=NC=2C[C@H](CCC12)C1=CC(=CC2=CC=CC=C12)O)OC[C@H]1N(CCC1)C)CC#N 2-((S)-1-((E)-4-fluorobut-2-enoyl)-4-((S)-7-(3-hydroxynaphthalen-1-yl)-2-(((S)-1-methylpyrrolidin-2-yl)methoxy)-5,6,7,8-tetrahydroquinazolin-4-yl)piperazin-2-yl)acetonitrile